NC1=NN2C(N=C(C=C2)C=2C=C3CN(C(C3=C(C2)OC(F)(F)F)=O)[C@@H](C)C2CC2)=C1C(=O)N[C@@H]1C[C@@H](CCC1)O 2-amino-5-{2-[(1S)-1-cyclopropylethyl]-1-oxo-7-(trifluoromethoxy)-2,3-dihydro-1H-isoindol-5-yl}-N-[(1S,3R)-3-hydroxycyclohexyl]pyrazolo[1,5-a]pyrimidine-3-carboxamide